O1CCN(C2=C1C=CC=C2)NC(=O)C2=C(C1=NC=CC(=C1S2)C2=C(C(=CC(=C2)F)F)F)C(C)(C)O N-(2,3-dihydro-1,4-benzoxazin-4-yl)-3-(2-hydroxypropan-2-yl)-7-(2,3,5-trifluorophenyl)thieno[3,2-b]pyridine-2-carboxamide